methyl 5-(((3S,4S)-1-(tert-butoxycarbonyl)-4-fluoropyrrolidin-3-yl)oxy)picolinate C(C)(C)(C)OC(=O)N1C[C@@H]([C@H](C1)F)OC=1C=CC(=NC1)C(=O)OC